amino((2S)-1,4-dioxane-2-yl)acetic acid NC(C(=O)O)[C@@H]1OCCOC1